N-(4-(2-(4-bromophenyl)but-3-yn-2-yl)thiazol-2-yl)-3-hydroxyazetidine-1-carboxamide BrC1=CC=C(C=C1)C(C)(C#C)C=1N=C(SC1)NC(=O)N1CC(C1)O